7-((4-(4-cyclopropylphenoxy)butanoyl)glycinyl)-1,4-dioxa-7-azaspiro[4.4]nonane-8-carboxamide C1(CC1)C1=CC=C(OCCCC(=O)NCC(=O)N2CC3(OCCO3)CC2C(=O)N)C=C1